N1(N=CC2=C1CNC2)C(=O)[O-] 5,6-dihydropyrrolo[3,4-c]pyrazole-1(4H)-carboxylate